3-(5-(3-aminopropoxy)-1,3-dioxo-2,3-dihydro-1H-phenalen-2-yl)piperidine-2,6-dione NCCCOC=1C=C2C(C(C(C=3C=CC=C(C1)C32)=O)C3C(NC(CC3)=O)=O)=O